O1N=C(C2=C1C=CC=C2)C(C)(C)S(=O)(=O)N 2-(1,2-benzoxazol-3-yl)propane-2-sulfonamide